2-isoxazol-3-yl-N-[4-[3-(2-pyridyl)-1H-pyrrolo[3,2-b]pyridin-2-yl]-2-pyridyl]acetamide O1N=C(C=C1)CC(=O)NC1=NC=CC(=C1)C1=C(C2=NC=CC=C2N1)C1=NC=CC=C1